2-chloro-3-cyano-6-acetoxypicoline ClC1(NC(=CC=C1C#N)OC(C)=O)C